O1CC(CC1)C(=N)N tetrahydrofuran-3-carboxamidine